FC(OC1=CC=CC=2N(C(=NC21)CN2CCC(CC2)C2=NC(=CC=C2)OCC2=C(C=C(C=C2)OC)F)C)F 4-(Difluoromethoxy)-2-((4-(6-((2-fluoro-4-methoxybenzyl)oxy)pyridin-2-yl)piperidin-1-yl)methyl)-1-methyl-1H-benzo[d]imidazole